ClC=1C=C(C=C(C1N)N)C(F)(F)F 3-chloro-4,5-diaminobenzotrifluoride